2-((2,3-dihydroxypropyl)thio)propionic acid-2-hexyl-1-decyl ester C(CCCCC)C(COC(C(C)SCC(CO)O)=O)CCCCCCCC